C1(CC1)OCCOC1=NC(=NC=C1C(=O)NC1=C(C=CC=C1Cl)Cl)SC 4-(2-cyclopropoxyethoxy)-N-(2,6-dichlorophenyl)-2-(methylsulfanyl)pyrimidine-5-carboxamide